cetyl alpha-chloroacrylate ClC(C(=O)OCCCCCCCCCCCCCCCC)=C